nonane diacrylate C(C=C)(=O)O.C(C=C)(=O)O.CCCCCCCCC